ClC1=C(C=C(C(=O)NC2=CC(=C(C=C2)OC2CCN(CC2)C)C(F)(F)F)C=C1)I 4-chloro-3-iodo-N-(4-((1-methylpiperidin-4-yl)hydroxy)-3-(trifluoromethyl)phenyl)benzamide